C(C1=CC=CC=C1)N1S(N(C[C@H]1C(=O)N(C)C1=CC(=C(C=C1)Cl)C)CCC)(=O)=O (3S)-2-benzyl-N-(4-chloro-3-methylphenyl)-N-methyl-1,1-dioxo-5-propyl-1,2,5-thiadiazolidine-3-carboxamide